N1=CN=CC2=C1C=CC=C2 benzo[3,2-d]pyrimidine